C(\C=C/C(=O)O)(=O)O.NC1=CC(=CC=C1)C m-toluidine maleate